CNC1=NC=CC(=N1)N N2-methylpyrimidine-2,4-diamine